6-hydroxy-2,5,7,8-tetramethyl-quinoline OC=1C(=C2C=CC(=NC2=C(C1C)C)C)C